FC(CO)(SC1=CC=CC=C1)F 2,2-difluoro-2-(phenylthio)ethan-1-ol